C1=C(C=CC2=CC=CC=C12)C[C@H](N)C(=O)O 3-(2-naphthyl)-L-alanine